Cl.COCCN methoxyethylamine, hydrochloride